3-amino-4'-fluoro-2H-[1,2'-bipyridine]-2-one NC=1C(N(C=CC1)C1=NC=CC(=C1)F)=O